FC1=CC(=C(C=C1)C1=CC(=CC=C1)N1C(C2=CC=CC(=C2C1)C(F)(F)F)=O)C1=NN=CN1C 2-(4'-Fluoro-2'-(4-methyl-4H-1,2,4-triazol-3-yl)-[1,1'-biphenyl]-3-yl)-4-(trifluoromethyl)isoindolin-1-one